BrC=1C(=C2C(=NC1)NC(=N2)C2=CC=C(C=C2)N2CCC(CC2)CCO)NC2CCN(CC2)CC 2-[1-(4-{6-Bromo-7-[(1-ethylpiperidin-4-yl)amino]-3H-imidazo[4,5-b]pyridin-2-yl}phenyl)piperidin-4-yl]ethanol